CN1N=CC(=C1)C1=CC=CC(=N1)NC(=O)C=1C=C2C(=NC1NC)N=C(O2)N2CCOCC2 N-(6-(1-Methyl-1H-pyrazol-4-yl)pyridin-2-yl)-5-(methylamino)-2-morpholinooxazolo[4,5-b]pyridine-6-carboxamide